C[Si](CCOCN1C=NC=C1[Sn](CCCC)(CCCC)CCCC)(C)C trimethyl-[2-[(5-tributylstannylimidazole-1-yl)methoxy]ethyl]silane